2-[(3R)-3-methylmorpholin-4-yl]-4-(piperidin-4-yl)-8-(1H-pyrazol-5-yl)-1,7-naphthyridine C[C@H]1N(CCOC1)C1=NC2=C(N=CC=C2C(=C1)C1CCNCC1)C1=CC=NN1